COC1=CC2=C(C(=O)C[C@H](O2)C3=CC=C(C=C3)O)C(=C1)O[C@H]4[C@@H]([C@H]([C@@H]([C@H](O4)CO)O)O)O The molecule is a flavanone glycoside that is sakuranetin attached to a beta-D-glucopyranosyl residue at position 5 via a glycosidic linkage. It has a role as a plant metabolite and an EC 3.1.1.7 (acetylcholinesterase) inhibitor. It is a flavanone glycoside, a monomethoxyflavanone, a monohydroxyflavanone and a member of 4'-hydroxyflavanones. It derives from a sakuranetin.